tert-butyl 4-[5-methyl-1-[3-(trifluoromethoxy)phenyl]pyrazol-3-yl]piperazine-1-carboxylate CC1=CC(=NN1C1=CC(=CC=C1)OC(F)(F)F)N1CCN(CC1)C(=O)OC(C)(C)C